C1(=CC=C(C=C1)CNC(=O)C=1C=NC(=NC1)Cl)C1=CC=CC=C1 N-([1,1'-biphenyl]-4-ylmethyl)-2-chloropyrimidine-5-carboxamide